N-(4,5-bis-methylsulfonyl-2-methylbenzoyl)guanidine, hydrochloride Cl.CS(=O)(=O)C1=CC(=C(C(=O)NC(=N)N)C=C1S(=O)(=O)C)C